C1=CC=C2N1C1=CC=CC=C1C=N2 pyrrolo[1,2-a]quinazoline